4-(2-bromo-4-fluorophenyl)-N-(2-fluoro-phenyl)-2H-pyrazol-5-amine BrC1=C(C=CC(=C1)F)C1=CNN=C1NC1=C(C=CC=C1)F